C(CCCC)[NH-] amylamide